C1(CC1)C1=NC=NC(=C1C1=NC=C(C(=N1)OCC=1C=NC(=C(C1)F)C=1N(C=C(N1)C(F)(F)F)C1CC1)C)OC 2-(4-cyclopropyl-6-methoxy-pyrimidin-5-yl)-4-[[6-[1-cyclopropyl-4-(trifluoromethyl)imidazol-2-yl]-5-fluoro-3-pyridyl]methoxy]-5-methyl-pyrimidine